N-(4-((4-((7-aminoheptyl)thio)phenyl)carbamoyl)benzyl)-N-cyclopropyl-3-oxo-3,4-dihydro-2H-benzo[b][1,4]oxazine-7-carboxamide 2,2,2-trifluoroacetate FC(C(=O)O)(F)F.NCCCCCCCSC1=CC=C(C=C1)NC(=O)C1=CC=C(CN(C(=O)C=2C=CC3=C(OCC(N3)=O)C2)C2CC2)C=C1